CC1(CC=C(CC1)CCC=C(C)C)C=O 1-methyl-4-(4-methylpent-3-enyl)cyclohex-3-en-1-carbaldehyde